1-(8-fluoro-7-(8-fluoronaphthalen-1-yl)-2-((hexahydro-1H-pyrrolizin-7a-yl)methoxy)pyrido[4,3-d]Pyrimidin-4-yl)-3-methylpiperidin-3-ol FC1=C(N=CC2=C1N=C(N=C2N2CC(CCC2)(O)C)OCC21CCCN1CCC2)C2=CC=CC1=CC=CC(=C21)F